NC=1C2=C(N=CN1)N(C(=C2C=2C=NC(=NC2)C(F)(F)F)C#N)[C@H](CC)C=2N=NN(C2)C2=C(C(=CC=C2)F)F 4-amino-7-{(1R)-1-[1-(2,3-difluorophenyl)-1H-1,2,3-triazol-4-yl]propyl}-5-[2-(trifluoromethyl)pyrimidin-5-yl]-7H-pyrrolo[2,3-d]pyrimidine-6-carbonitrile